CC1=NC2=C3C(=C(C=C2C(=N1)N)O[C@@H]1COCC1)OCCO3 2-methyl-6-(((S)-tetrahydrofuran-3-yl)oxy)-8,9-dihydro-[1,4]Dioxino[2,3-h]Quinazolin-4-amine